CC1(CCC1)NCC1=C2C(=NC(=C1)C#N)C=CN2 7-(((1-methylcyclobutyl)amino)methyl)-1H-pyrrolo[3,2-b]pyridine-5-carbonitrile